tert-butyl 4-(4-(3-bromo-2-methoxy-5-(methoxycarbonyl)phenyl)pyridin-2-yl)piperazine-1-carboxylate BrC=1C(=C(C=C(C1)C(=O)OC)C1=CC(=NC=C1)N1CCN(CC1)C(=O)OC(C)(C)C)OC